CC1(COC(OC1)=O)C 5,5-dimethyl-1,3-dioxan-2-on